tert-butyl 4-[7-({8-methoxy-2-methylimidazo[1,2-a]pyrazin-6-yl} carbamoyl)-2-methylindazol-4-yl]piperazine-1-carboxylate COC=1C=2N(C=C(N1)NC(=O)C1=CC=C(C3=CN(N=C13)C)N1CCN(CC1)C(=O)OC(C)(C)C)C=C(N2)C